N-allyl-6-chloro-3-vinylpyrazolo[1,5-a]pyrazine-4-amine C(C=C)NC=1C=2N(C=C(N1)Cl)N=CC2C=C